The molecule is a cationic ergot alkaloid that is the 6,8-dimethyl-6,7,8,9-tetradehydro derivative of ergoline. It is an ergot alkaloid and an organic cation. It derives from a hydride of an ergoline. CC1=C[C@H]2[C@@H](CC3=CNC4=CC=CC2=C34)[N+](=C1)C